C1CC2=CC=C(C3=CC=CC1=C23)N2C(CC[C@]2(C)C2=NC3=C(N2C2CCC(CC2)OC)C=CC(=C3)C=3C(=NOC3C)C)=O (R)-1-(1,2-Dihydroacenaphthylen-5-yl)-5-(5-(3,5-dimethylisoxazol-4-yl)-1-((1R,4R)-4-methoxycyclohexyl)-1H-benzo[d]imidazol-2-yl)-5-methylpyrrolidin-2-one